2-amino-7-isopropylimidazo[5,1-f][1,2,4]Triazin-4(3H)-one NC1=NN2C(C(N1)=O)=CN=C2C(C)C